Tert-butyl ((3R,5R)-1-(1-(azetidin-3-ylmethyl)-2-(1-(cyclopropylmethyl)-1H-indol-2-yl)-7-methoxy-1H-benzo[d]imidazole-5-carbonyl)-5-fluoropiperidin-3-yl)carbamate N1CC(C1)CN1C(=NC2=C1C(=CC(=C2)C(=O)N2C[C@@H](C[C@H](C2)F)NC(OC(C)(C)C)=O)OC)C=2N(C1=CC=CC=C1C2)CC2CC2